C(\C=C/C(=O)[O-])(=O)OCC monoethyl maleate